BrC1=CC=C2C3(CC=4C(=NOC4C2=C1)N(S(=O)(=O)C1=C(C=CC=C1OC)F)CC[Si](C)(C)C)CC3 N-(8'-bromo-4'H-spiro[cyclopropane-1,5'-naphtho[2,1-d]isoxazol]-3'-yl)-2-fluoro-6-methoxy-N-(2-(trimethylsilyl)ethyl)benzenesulfonamide